3-(3,6-di-tert-butyl-9H-carbazol-9-yl)aniline C(C)(C)(C)C=1C=CC=2N(C3=CC=C(C=C3C2C1)C(C)(C)C)C=1C=C(N)C=CC1